[Si](C)(C)(C(C)(C)C)OC1=CC=C2C3=C(C(OC2=C1)=O)C=C(C=C3)C#CCOC 3-((tert-butyldimethylsilyl)oxy)-8-(3-methoxyprop-1-yn-1-yl)-6H-benzo[C]chromen-6-one